ClC1=NC=C(C(=C1)C1=C(C=NC(=C1)C)C(=O)NC=1SC=2N=C(N=CC2N1)NC1CCC(CC1)O)OC 2'-chloro-N-{5-[(4-hydroxycyclohexyl)amino]-[1,3]thiazolo[5,4-d]pyrimidin-2-yl}-5'-methoxy-6-methyl-[4,4'-bipyridine]-3-carboxamide